COC=1C=C2C(C(COC2=CC1)=C)=O 6-Methoxy-3-methylenechroman-4-one